2-methoxy-4-(pyrimidin-2-yl)nicotinic Acid COC1=C(C(=O)O)C(=CC=N1)C1=NC=CC=N1